C(=O)C1=CC(=C(C=C1)N(CC(=O)O)C(=O)[C@]1([C@@H](CC[C@H](C1)C)C(C)C)O)OC 4-formyl-2-methoxyphenyl-((1s,2s,5r)-1-hydroxy-2-isopropyl-5-methylcyclohexane-1-carbonyl)glycine